NC1=NC(=C2N=CN(C2=N1)[C@H]1[C@@H]([C@@H]([C@H](O1)CO[P@@](=O)(OC1=CC=CC=C1)N[C@H](C)C(=O)OC(C)C)O)O)NO isopropyl ((R)-(((2R,3S,4R,5R)-5-(2-amino-6-(hydroxyamino)-9H-purin-9-yl)-3,4-dihydroxytetrahydrofuran-2-yl)methoxy)(phenoxy)phosphoryl)-D-alaninate